7-bromo-5-(4,4-difluoropiperidin-1-yl)-9-methyl-[1,2,4]triazolo[4,3-c]quinazoline BrC1=CC(=CC=2C=3N(C(=NC12)N1CCC(CC1)(F)F)C=NN3)C